C1(CC1)C(C)C=1C(=C2CCCC2=C(C1)F)NC(=O)NS(=O)(=O)C1CCN(CC1)CC N-(5-(1-cyclopropylethyl)-7-fluoro-2,3-dihydro-1H-inden-4-ylcarbamoyl)-1-ethylpiperidine-4-sulfonamide